C(O[C@@H]1[C@H](CNCC1)O)(OC(C)(C)C)=O ((3S,4S)-3-hydroxypiperidin-4-yl) tert-butyl carbonate